methyl 2-(3-amino-2-oxo-6-phenylpyrazin-1(2H)-yl)acetate NC=1C(N(C(=CN1)C1=CC=CC=C1)CC(=O)OC)=O